3,3'-diselenodipropionic diethyl ester C(C)OC(CC[Se][Se]CCC(=O)OCC)=O